C(=O)(O)[C@H](O)[C@@H](O)C(=O)O.CN1N=C(C=C1)C1=CC(=C(C(=O)N[C@@H]2CNCC[C@H]2C2=CC(=C(C=C2)F)F)C=C1)F 4-(1-methyl-1H-pyrazole-yl)-N-((3S,4S)-4-(3,4-difluorophenyl)piperidin-3-yl)-2-fluorobenzamide L-tartrate